12-ethyl-8-(pyridin-3-ylmethyl)-4-oxa-8,12-diazadispiro[2.1.5.3]tridecan-13-one C(C)N1CC2(OC3(CC3)C1=O)CCN(CC2)CC=2C=NC=CC2